1-methyl-6-trifluoromethyl-3-(2,2,7-trifluoro-3-oxo-4-prop-2-enyl-3,4-dihydro-2H-benzo[1,4]Oxazin-6-yl)-1H-pyrimidine-2,4-dione CN1C(N(C(C=C1C(F)(F)F)=O)C=1C(=CC2=C(N(C(C(O2)(F)F)=O)CC=C)C1)F)=O